P(=O)(OC1=C(C=C(C=C1)C(C)(C)C)C(C)(C)C)(OC1=C(C=C(C=C1)C(C)(C)C)C(C)(C)C)[O-] Bis(2,4-di-tert-butylphenyl) phosphate